[(propane-2-sulfonyl)carbamoyl][1,1'-biphenyl] CC(C)S(=O)(=O)NC(=O)C1=C(C=CC=C1)C1=CC=CC=C1